6-(2-hydroxy-4-methoxybenzylamino)-9-β-D-arabinofuranosylpurine OC1=C(CNC2=C3N=CN(C3=NC=N2)[C@H]2[C@@H](O)[C@H](O)[C@H](O2)CO)C=CC(=C1)OC